Methyl 5-(ethyl(tetrahydro-2H-pyran-4-yl)amino)-4-methyl-3'-nitro-[1,1'-biphenyl]-3-carboxylate C(C)N(C=1C(=C(C=C(C1)C1=CC(=CC=C1)[N+](=O)[O-])C(=O)OC)C)C1CCOCC1